C(C)(C)C1=C(C(=CC=C1)C(C)C)C=1C(=C(C=2C=3C=CC=C4C=CC(=C(C5=CC=CC1C52)C43)OC4=C(C(=CC=C4)F)F)OC4=C(C(=CC=C4)F)F)C4=C(C=CC=C4C(C)C)C(C)C bis(2,6-diisopropylphenyl)-1,7-bis(2,3-difluorophenoxy)perylene